[N+](=O)([O-])C1(N=NN=N1)C1(N=NN=N1)[N+](=O)[O-] dinitrobitetrazole